4-((2-(dimethylamino)pyridin-3-yl)amino)-2-((2-methoxy-5-methyl-4-(4-methylpiperazin-1-yl)phenyl)amino)pyrimidine-5-carbonitrile CN(C1=NC=CC=C1NC1=NC(=NC=C1C#N)NC1=C(C=C(C(=C1)C)N1CCN(CC1)C)OC)C